2-cyanoethyl (2-(methyl(4-vinylpyrimidin-2-yl)amino)ethyl) diisopropylphosphoramidite C(C)(C)N(P(OCCC#N)OCCN(C1=NC=CC(=N1)C=C)C)C(C)C